C(C)(=O)N1C=C(C2=CC=CC=C12)C(=O)NC1=C(C(=O)O)C=CC(=C1)NC1CCCC1 (1-acetyl-1H-indole-3-carboxamido)-4-(cyclopentylamino)benzoic acid